(R)-4-(2-amino-6-bromo-4-((4-(chlorodifluoromethoxy)phenyl)carbamoyl)phenyl)-3-methyl-5-oxo-1,4-diazepine-1-carboxylic acid tert-butyl ester C(C)(C)(C)OC(=O)N1C=C(N(C(C=C1)=O)C1=C(C=C(C=C1Br)C(NC1=CC=C(C=C1)OC(F)(F)Cl)=O)N)C